4,4'-diisothiocyanatostilbene-2,2'-disulfonic acid, disodium salt [Na+].[Na+].N(=C=S)C=1C=C(C(=CC1)C=CC=1C(=CC(=CC1)N=C=S)S(=O)(=O)[O-])S(=O)(=O)[O-]